(S)-4-(((S)-3-fluoro-2-methoxypropyl)(4-(5,6,7,8-tetrahydro-1,8-naphthyridin-2-yl)butyl)amino)-2-(1-(4-methylpyrimidin-5-yl)cyclopropane-1-carboxamido)butanoic acid FC[C@H](CN(CC[C@@H](C(=O)O)NC(=O)C1(CC1)C=1C(=NC=NC1)C)CCCCC1=NC=2NCCCC2C=C1)OC